butane-1,3-diyne C#CC#C